COC(NC1=NC=CC(=C1)C1=CC(=C(C=C1)OC[C@@](CC(C)C)(C)N)C(F)F)=O (S)-(4-(4-((2-amino-2,4-dimethylpentyl)oxy)-3-(difluoromethyl)phenyl)pyridin-2-yl)carbamic acid methyl ester